9,10-methylene-9-octadecenoic acid C1C(CCCCCCCC(=O)O)=C1CCCCCCCC